O1C(COC2=NC=CC=C21)COC2=NC(N1C(C3=CC=C(C=C3CC1)C1=C(C=CC(=C1)OC)OC)=C2)=O 2-(2,3-Dihydro-[1,4]dioxino[2,3-b]pyridin-2-ylmethoxy)-9-(2,5-dimethoxy-phenyl)-6,7-dihydro-pyrimido[6,1-a]isoquinolin-4-one